C(=O)C=1N(C=CC1C(=O)OCC)COCC[Si](C)(C)C ethyl 2-formyl-1-((2-(trimethylsilyl)ethoxy)methyl)-1H-pyrrole-3-carboxylate